6-(((3S,4R,5R,6R)-4,5-dihydroxy-6-(hydroxymethyl)tetrahydro-2H-pyran-3-yl)amino)pyrimidine-2,4-dicarbonitrile O[C@@H]1[C@H](CO[C@@H]([C@@H]1O)CO)NC1=CC(=NC(=N1)C#N)C#N